C(#N)C=1C=C(C=CC1)C1OC(=C(C1=O)OS(=O)(=O)CC1=CC=CC=C1)N 2-(3-cyanophenyl)-4-[[phenylmethylsulfonyl]oxy]-5-amino-3(2H)-furanone